tert-butyl N-[2-[(3-chlorophenyl)methyl-cyclobutyl-amino]ethyl]carbamate ClC=1C=C(C=CC1)CN(CCNC(OC(C)(C)C)=O)C1CCC1